N1=C(C=CC=C1)NCCCCNC(=O)C1CCN(CC1)CC(=O)O 2-(4-((4-(pyridin-2-ylamino)butyl)carbamoyl)piperidin-1-yl)acetic acid